(3R)-3-aminopiperidine-2,6-dione hydrochloride Cl.N[C@H]1C(NC(CC1)=O)=O